OC1=CC(=NC=2N1N=C(N2)NCC2=CC=C(C=C2)C)CNCC2=CC=C(C=C2)[N+](=O)[O-] N-(7-hydroxy-5-((4-nitrobenzylamino)methyl)-[1,2,4]triazolo[1,5-a]pyrimidin-2-yl)-4-methylbenzylamine